O[C@@H]1C[C@H](N(C1)C(C(C(C)C)N1N=NC(=C1)C=1OC=CN1)=O)C(=O)NC |r| racemic-(2S,4R)-4-hydroxy-N-methyl-1-(3-methyl-2-(4-(oxazol-2-yl)-1H-1,2,3-triazol-1-yl)butanoyl)pyrrolidine-2-carboxamide